N(=C=S)C1=C(C=C(C(=C1)C)N=C=S)C 1,4-diisothiocyano-2,5-dimethylbenzene